2-ethylhexyl 3-(4-formyl-2-nitro-phenyl)sulfanylpropanoate C(=O)C1=CC(=C(C=C1)SCCC(=O)OCC(CCCC)CC)[N+](=O)[O-]